N1=CC=C(C=C1)N1CCN(CC1)CC=1NC2=CC=CC=C2C1C#N 2-[[4-(4-pyridyl)piperazin-1-yl]methyl]-1H-indole-3-carbonitrile